C(C)(C)(C)N1N=CC(=C1)NC(CC1=C(C=C(OC2=NC=NC3=CC=C(C=C23)C(=O)O)C=C1)F)=O 4-(4-(2-((1-(tert-butyl)-1H-pyrazol-4-yl)amino)-2-oxoethyl)-3-fluorophenoxy)quinazoline-6-carboxylic acid